2-amino-4-((4-chlorobenzyl)amino)-6-(furan-2-yl)pyrimidine-5-carboxylic acid ethyl ester C(C)OC(=O)C=1C(=NC(=NC1C=1OC=CC1)N)NCC1=CC=C(C=C1)Cl